sulfur hexyl fluoride C(CCCCC)F.[S]